ClC=1C=C(C=C2C(=CCSC12)C=1N=CNC1)F 4-(8-chloro-6-fluoro-2H-thiochromen-4-yl)-1H-imidazole